[2-(4-cyanophenyl)-5,7-difluoro-1H-indol-3-yl]propionic acid C(#N)C1=CC=C(C=C1)C=1NC2=C(C=C(C=C2C1C(C(=O)O)C)F)F